C(C)(C)P(C1=CC(=CC=C1)[N+](=O)[O-])(C)=O isopropyl-(methyl)(3-nitrophenyl)phosphine oxide